sodium iron phosphate dihydrate O.O.P(=O)([O-])([O-])[O-].[Fe+2].[Na+]